C(C)(C)(C)N(C(O)=O)CCN.C(C)#N acetonitrile tert-Butyl-(2-aminoethyl)carbamate